C(CCC)C=1C=C(C(=S)NC=2C=CC3=C(C(=CS3)C3=CCN4CCCCC4CC3)C2)C=CC1 5-(3-butylthiobenzoyl)amino-3-(1-azabicyclo[5.4.0]undec-3-en-4-yl)-benzothiophene